(3-chlorophenyl)-5-(isoindolin-2-yl)-7-(1H-pyrazol-4-yl)-3-(tetrahydro-2H-pyran-4-yl)pyrazolo[1,5-a]pyrimidine-2-carboxamide ClC=1C=C(C=CC1)C=1C(=NC=2N(C1C=1C=NNC1)N=C(C2C2CCOCC2)C(=O)N)N2CC1=CC=CC=C1C2